1-(3-chloro-5-fluorophenyl)-3-[3,5-dichloro-2-(2-hydroxyethyl)phenyl]urea ClC=1C=C(C=C(C1)F)NC(=O)NC1=C(C(=CC(=C1)Cl)Cl)CCO